N1=CC(=CC=C1)C1=NN(C2=CC=CC=C12)C1=CC=C(C(=O)N)C=C1 4-(3-(pyridin-3-yl)-1H-indazol-1-yl)benzamide